(2S,4R,5S)-1-(tert-Butoxycarbonyl)-4-fluoro-5-methylpyrrolidine-2-carboxylic acid C(C)(C)(C)OC(=O)N1[C@@H](C[C@H]([C@@H]1C)F)C(=O)O